4-(6-((4-(cyclopropanecarbonyl)-2-methoxybenzyl)oxy)pyridin-2-yl)piperidine C1(CC1)C(=O)C1=CC(=C(COC2=CC=CC(=N2)C2CCNCC2)C=C1)OC